Dibutyltin dioleyl-malate (oleylmaleate) C(CCCCCCC\C=C/CCCCCCCC)/C(/C(=O)[O-])=C/C(=O)[O-].C(CCCCCCC\C=C/CCCCCCCC)OC(C(O)CC(=O)OCCCCCCCC\C=C/CCCCCCCC)=O.C(CCC)[Sn+2]CCCC